6-(cyclopropanecarboxamido)-4-((2-methoxy-3-(1-((1S,2R)-2-(trifluoromethoxy)cyclopentyl)-1H-pyrazol-4-yl)phenyl)amino)pyridazine-3-carboxamide C1(CC1)C(=O)NC1=CC(=C(N=N1)C(=O)N)NC1=C(C(=CC=C1)C=1C=NN(C1)[C@@H]1[C@@H](CCC1)OC(F)(F)F)OC